(S)-1-(4-(2-(2-methylazetidin-1-yl)-6,7-dihydro-5H-cyclopenta[d]pyrimidin-4-yl)phenyl)cyclopropan-1-amine C[C@@H]1N(CC1)C=1N=C(C2=C(N1)CCC2)C2=CC=C(C=C2)C2(CC2)N